6-(Cyclopropanecarboxamido)-4-((1-ethyl-8-methoxyimidazo[1,5-a]pyridin-7-yl)amino)-N-(methyl-d3)nicotinamide C1(CC1)C(=O)NC1=NC=C(C(=O)NC([2H])([2H])[2H])C(=C1)NC1=C(C=2N(C=C1)C=NC2CC)OC